C1(=CC=CC2=CC=CC=C12)C1=CC=C(C2=CC=CC=C12)F 4-(1-naphthyl)fluoronaphthalene